(((1s,3s)-3-(2-Methoxyethoxy)cyclobutoxy)methyl)benzene COCCOC1CC(C1)OCC1=CC=CC=C1